2'-(ethoxymethyl)-N-(cyclopropylcarbamoyl)-[1,1'-biphenyl]-2-sulfanilamide C(C)OCC1=C(C=CC=C1)C=1C(=CC=CC1)C=1C=CC=C(C1S(=O)(=O)NC(NC1CC1)=O)N